CC1=NOC(=C1C)N1CCNCC1 N-(3,4-Dimethylisoxazol-5-yl)piperazine